4,4,4-trifluorobutan-1-amine hydrochloride Cl.FC(CCCN)(F)F